N-(2-(2-((2-fluoro-4-methylbenzyl)amino)-5-oxo-5,7-dihydro-6H-pyrrolo[3,4-b]pyridin-6-yl)ethyl)acetamide FC1=C(CNC2=CC=C3C(=N2)CN(C3=O)CCNC(C)=O)C=CC(=C1)C